C(#N)N1CC(CC1)C(=O)NC=1SC2=C(N1)C=CC(=C2)OC 1-cyano-N-(6-methoxybenzo[d]thiazol-2-yl)pyrrolidine-3-carboxamide